FC1=C(OCC(=O)OC(C)(C)C)C=CC(=C1)N1N=C(C=C1)I tert-butyl 2-[2-fluoro-4-(3-iodopyrazol-1-yl)phenoxy]acetate